5-fluoro-2-methoxy-4-(1-tetrahydropyran-2-ylpyrazol-4-yl)aniline FC=1C(=CC(=C(N)C1)OC)C=1C=NN(C1)C1OCCCC1